(1R)-3,3-difluoro-cyclopentan-1-amine FC1(C[C@@H](CC1)N)F